ClC1=NC(=C(C(=N1)Cl)OCCN)OCCC1=CNC2=CC=CC=C12 2-[2,4-dichloro-6-[2-(1H-indoL-3-yl)ethoxy]pyrimidin-5-yl]oxyethanamine